(3S)-4-amino-3-hydroxy-butanoic acid NC[C@H](CC(=O)O)O